ClC1=CC=C2C(=CNC2=C1)S(=O)(=O)NC=1C(=NC(=NC1)OCCF)OC 6-chloro-N-(2-(2-fluoroethoxy)-4-methoxy-pyrimidin-5-yl)-1H-indole-3-sulfonamide